1-(4-Bromo-2,6-difluorobenzyl)-10-methoxy-1,4-dihydro-2H-[1,3]oxazino[5,4-c]quinoline BrC1=CC(=C(CN2COCC=3C=NC=4C=CC=C(C4C32)OC)C(=C1)F)F